4-Fluorophenylhydrazine Hydrochloride Cl.FC1=CC=C(C=C1)NN